2-(4-bromophenyl)-5-(4-fluorophenyl)-2H-1,2,3-triazole-4-carbaldehyde BrC1=CC=C(C=C1)N1N=C(C(=N1)C=O)C1=CC=C(C=C1)F